C1=2C=C(C=CC2CC1)C1=C(C2=C(N=CN=C2Cl)S1)Br 6-(bicyclo[4.2.0]oct-1(6),2,4-trien-3-yl)-5-bromo-4-chlorothieno[2,3-d]pyrimidine